5-chloro-2-(4-methyloxazol-5-yl)-4-tetrahydropyran-4-yl-1H-pyrimidin-6-one ClC1=C(N=C(NC1=O)C1=C(N=CO1)C)C1CCOCC1